dibenzyl-dimethyl-ammonium chloride [Cl-].C(C1=CC=CC=C1)[N+](C)(C)CC1=CC=CC=C1